7-((trans)-4-(4-methylpiperazin-1-yl)cyclohexyl)-5-(4-phenoxyphenyl)-7H-pyrrolo[2,3-d]pyrimidin-4-ol CN1CCN(CC1)[C@@H]1CC[C@H](CC1)N1C=C(C2=C1N=CN=C2O)C2=CC=C(C=C2)OC2=CC=CC=C2